NC1=C(C(=O)NC2=NC(=CC=C2)C2=NN=CN2C(C)C)C=C(C(=C1)F)N 2,5-diamino-4-fluoro-N-(6-(4-isopropyl-4H-1,2,4-triazol-3-yl)pyridin-2-yl)benzamide